(S)-4-(3-Fluorophenoxy)-N-(7-(3-hydroxy-3-methylbut-1-yn-1-yl)-5-methyl-4-oxo-2,3,4,5-tetrahydrobenzo[b][1,4]oxazepin-3-yl)picolinamid FC=1C=C(OC2=CC(=NC=C2)C(=O)N[C@@H]2C(N(C3=C(OC2)C=CC(=C3)C#CC(C)(C)O)C)=O)C=CC1